OC1=C(C2=C(N(C1=O)CC1=CN=C(S1)C1=C3C=CN=CC3=CC=C1)C=CS2)C(=O)O 6-hydroxy-4-{[2-(isoquinolin-5-yl)thiazol-5-yl]methyl}-5-oxo-4,5-dihydrothieno[3,2-b]pyridine-7-carboxylic acid